ClC[C@@H]1C[C@@H](OC(O1)(C)C)CC(=O)OC(C)(C)C tert-butyl 2-[(4R,6S)-6-(chloromethyl)-2,2-dimethyl-1,3-dioxan-4-yl]-acetate